ClC1=CC=C(C=C1)C(=O)N1CC2=C(CC1)SC=C2C2=NOC(=N2)C(F)(F)F (4-chlorophenyl)(3-(5-(trifluoromethyl)-1,2,4-oxadiazol-3-yl)-6,7-dihydrothieno[3,2-c]pyridin-5(4H)-yl)methanone